N-[[6-(4-tert-Butylanilino)-2-pyridyl]sulfonyl]-2-(2,2,4-trimethylpyrrolidin-1-yl)pyridin-3-carboxamid C(C)(C)(C)C1=CC=C(NC2=CC=CC(=N2)S(=O)(=O)NC(=O)C=2C(=NC=CC2)N2C(CC(C2)C)(C)C)C=C1